C1(=C(C=CC=C1)P(C=C)(C1=C(C=CC=C1)C)=O)C ditolyl-(vinyl)phosphine oxide